CN(C1=CC(=NC=N1)C(=O)N1CCN(CC1)CC1=NC2=C(N1C[C@H]1OCC1)C=C(C=C2)C(=O)O)C (S)-2-((4-(6-(Dimethylamino)pyrimidine-4-carbonyl)piperazin-1-yl)methyl)-1-(oxetan-2-ylmethyl)-1H-benzo[d]imidazole-6-carboxylic acid